(ethylamino)hafnium C(C)N[Hf]